BrC1=CC(=C(C(=O)OC)C=C1)OC[C@H](CC(=O)N1CCOCC1)NC(CN(C)C(=O)OC(C)(C)C)=O Methyl (S)-4-bromo-2-(2-(2-((tert-butoxycarbonyl)(methyl)amino)-acetamido)-4-morpholino-4-oxobutoxy)benzoate